C(C=C)(=O)OCCCCCCCC octyl (s)-acrylate